3-(1-oxo-1λ4-thiomorpholine-4-yl)propanamide O=S1CCN(CC1)CCC(=O)N